1-methyl-N-(6-(trifluoromethyl)-2,3-dihydrobenzofuran-3-yl)-1H-pyrazole-4-amine CN1N=CC(=C1)NC1COC2=C1C=CC(=C2)C(F)(F)F